FC1=CC=C(C=C1)C(N1CCN(CC1)CCC=1N=NN(C1)S(=O)(=O)C1=CC=C(C=C1)OCC#C)C1=CC=C(C=C1)F 1-(Bis(4-fluorophenyl)methyl)-4-(2-(1-((4-(prop-2-yn-1-yloxy)phenyl)sulfonyl)-1H-1,2,3-triazol-4-yl)ethyl)piperazine